2-(4-(4-methoxyphenyl)-6-(3-nitrophenyl)pyrimidin-2-yl)guanidine hydrochloride Cl.COC1=CC=C(C=C1)C1=NC(=NC(=C1)C1=CC(=CC=C1)[N+](=O)[O-])N=C(N)N